3-bromo-2-(1-hydroxycyclohexyl)-4-(methoxycarbonyl)-[1,2]selenazolo[2,3-a]pyridin-8-ium chloride [Cl-].BrC1=C([Se][N+]=2C1=C(C=CC2)C(=O)OC)C2(CCCCC2)O